NC1C(CCCC1)N1CC2=NC=C(C=C2C1=O)C1=NOC(=N1)C(F)(F)Cl 6-[2-aminocyclohexyl]-3-[5-(chlorodifluoromethyl)-1,2,4-oxadiazol-3-yl]-7H-pyrrolo[3,4-b]pyridin-5-one